2-(4-isopropyl-5-(8-methoxy-[1,2,4]triazolo[1,5-a]pyridin-6-yl)-1H-pyrazol-3-yl)-5-(1-isopropylpiperidin-4-yl)-4-methylthiazole C(C)(C)C=1C(=NNC1C=1C=C(C=2N(C1)N=CN2)OC)C=2SC(=C(N2)C)C2CCN(CC2)C(C)C